N-(4-(1H-pyrazol-4-yl)phenyl)-2-(3,8-diazabicyclo[3.2.1]oct-8-yl)-6-methyl-5,6,7,8-tetrahydropyrido[4,3-d]pyrimidin-4-amine N1N=CC(=C1)C1=CC=C(C=C1)NC=1C2=C(N=C(N1)N1C3CNCC1CC3)CCN(C2)C